CC1CC=2C(C(N1C(=O)OC(C)(C)C)=O)=CNC2 tert-butyl 6-methyl-4-oxo-2,4,6,7-tetrahydro-5H-pyrrolo[3,4-c]pyridine-5-carboxylate